5-Chloro-2-[2-(2-methoxy-7,8-dihydro-5H-pyrido[4,3-d]pyrimidin-6-yl)oxazolo[4,5-b]pyridin-5-yl]-3-methyl-phenol ClC=1C=C(C(=C(C1)O)C1=CC=C2C(=N1)N=C(O2)N2CC1=C(N=C(N=C1)OC)CC2)C